(R)-6-(2-(3-chlorophenyl)-2-hydroxyacetyl)-2-(1-(3,5-difluorophenyl)cyclopropyl)-5,6,7,8-tetrahydropyrido[4,3-d]pyrimidin-4(3H)-one ClC=1C=C(C=CC1)[C@H](C(=O)N1CC2=C(N=C(NC2=O)C2(CC2)C2=CC(=CC(=C2)F)F)CC1)O